C1=CC(=C(C=C1CCN)O)O The molecule is catechol in which the hydrogen at position 4 is substituted by a 2-aminoethyl group. It has a role as a cardiotonic drug, a beta-adrenergic agonist, a dopaminergic agent, a sympathomimetic agent, a human metabolite, an Escherichia coli metabolite and a mouse metabolite. It is a conjugate base of a dopaminium(1+).